ClC1=C(C(=CC=C1)C(C)C)N 2-chloro-6-(1-methylethyl)benzenamine